N-isopropyl-3,4'-bipyridine-5-carboxamide C(C)(C)NC(=O)C=1C=C(C=NC1)C1=CC=NC=C1